Difluoroacrylic acid C(=C(/C(=O)O)\F)\F